3,5-dichloro-2-(2-((1-methylpiperidin-3-yl)amino)-[1,2,4]triazolo[1,5-a]pyrimidin-5-yl)phenol ClC=1C(=C(C=C(C1)Cl)O)C1=NC=2N(C=C1)N=C(N2)NC2CN(CCC2)C